2-cyclohexyl-6-isopropyl-6,7-dihydro-4H-pyrazolo[1,5-a]pyrrolo[3,4-d]pyrimidine-5,8-dione C1(CCCCC1)C1=NN2C(NC3=C(C2=O)CN(C3=O)C(C)C)=C1